1-CYCLOHEXYL-2-METHYLBUTAN-1-ONE C1(CCCCC1)C(C(CC)C)=O